5-(cyclopropyl(methoxy)methyl)-1-methyl-1H-pyrazole-3-sulfonamide C1(CC1)C(C1=CC(=NN1C)S(=O)(=O)N)OC